ClC=1C(=C(C(=CC1N1CC(CC1)C1CCC(CC1)N(C)C)F)S(=O)(=O)NC1=NC(=CC=C1)F)F 3-chloro-4-(3-(4-(dimethylamino)cyclohexyl)pyrrolidin-1-yl)-2,6-difluoro-N-(6-fluoropyridin-2-yl)benzenesulfonamide